OC=1C(=CC2=CC=CC=C2C1)C(=O)NCCC1=CC=C(C=C1)O 3-hydroxy-N-(4-hydroxyphenylethyl)-2-naphthamide